5-(biphenyl-4-yl)-4-[(3-carboxypropionyl)amino]-2-methylpentanoic acid ethyl ester C(C)OC(C(CC(CC1=CC=C(C=C1)C1=CC=CC=C1)NC(CCC(=O)O)=O)C)=O